(6R)-5-Acetamido-3,5-dideoxy-6-[(1R,2R)-1,2,3-trihydroxypropyl]-L-threo-hex-2-ulopyranonosyl-(2->3)-D-galactopyranosyl-(1->4)-D-glucopyranose C(C)(=O)N[C@@H]1[C@H](CC(C(=O)O)(O[C@H]1[C@@H]([C@@H](CO)O)O)O[C@@H]1[C@H](C(O[C@@H]([C@@H]1O)CO)O[C@H]1[C@@H]([C@H](C(O)O[C@@H]1CO)O)O)O)O